C(C1=CC=CC=C1)[SH+]CC1=CC=C(C=C1)OC(=O)OC benzyl-(4-((methoxycarbonyl)oxy)phenyl)methyl-sulfonium